3-(5-(1H-pyrazol-4-yl)pyridin-2-yl)-8-(2-hydroxy-2-methylpropyl)-1-(3-methoxybenzyl)-1,3,8-triazaspiro[4.5]decan-2-one N1N=CC(=C1)C=1C=CC(=NC1)N1C(N(C2(C1)CCN(CC2)CC(C)(C)O)CC2=CC(=CC=C2)OC)=O